1-[4-fluoro-2-(2-methoxyethoxy)phenyl]-N-[1-(4-fluorophenyl)-1H-pyrazol-3-yl]-2-oxo-1,2-dihydropyridine-3-carboxamide FC1=CC(=C(C=C1)N1C(C(=CC=C1)C(=O)NC1=NN(C=C1)C1=CC=C(C=C1)F)=O)OCCOC